FC(CN1C(=NC2=NC=C(C=C21)C2=CNC=1N=C(N=CC12)NC1CCC(CC1)OC)C)F 5-(1-(2,2-difluoroethyl)-2-methyl-1H-imidazo[4,5-b]pyridin-6-yl)-N-((1s,4s)-4-methoxycyclohexyl)-7H-pyrrolo[2,3-d]pyrimidin-2-amine